SC=1N(C(=NN1)CC1(CC(C1)OC)C1=CC=C2CNC(C2=C1)=O)C 6-(1-((5-Mercapto-4-methyl-4H-1,2,4-triazol-3-yl)methyl)-3-methoxycyclobutyl)isoindolin-1-one